2,3-diacetylglucosamine C(C)(=O)[C@@]1(C(O)O[C@@H]([C@H]([C@@]1(O)C(C)=O)O)CO)N